COC1(CNC1)C#N 3-methoxy-azetidine-3-carbonitrile